3-(2-(4-(6-(1-methyl-1H-pyrazol-4-yl)pyrazolo[1,5-a]pyridin-3-yl)piperazin-1-yl)pyrimidin-5-yl)-1-phenylprop-2-en-1-one CN1N=CC(=C1)C=1C=CC=2N(C1)N=CC2N2CCN(CC2)C2=NC=C(C=N2)C=CC(=O)C2=CC=CC=C2